3-(5-hydroxypyrrolo[2,3-b]pyridin-1-yl)piperidine-2,6-dione OC=1C=C2C(=NC1)N(C=C2)C2C(NC(CC2)=O)=O